6,6-difluoro-6,7-dihydro-5H-pyrazolo[5,1-b][1,3]oxazin-3-amine hydrochloride Cl.FC1(CN2C(OC1)=C(C=N2)N)F